methoxyl-2,3-dihydro-1H-isoindol-1-one O(C)N1C(C2=CC=CC=C2C1)=O